[N]1C(NC(C1)=O)=O 1λ2-imidazolidine-2,4-dione